O1CCCC2=C(C=CC=C12)C=1CCCC2=C(C1C1=CC=C(C=C1)C=C1CN(C1)CCCF)C=CC(=C2)C(=O)OC Methyl 8-(chroman-5-yl)-9-(4-((1-(3-fluoropropyl)azetidin-3-ylidene)methyl)phenyl)-6,7-dihydro-5H-benzo[7]annulene-3-carboxylate